[C@@H]12CN(C[C@@H](O1)C2)C2=NC1=C(C=C(C=C1C=C2)CN2C[C@H]([C@@H](C2)COC)OC=2C=C1CN(C(C1=CC2)=O)[C@@H]2C(NC(CC2)=O)=O)F (S)-3-(5-(((3S,4S)-1-((2-((1R,5S)-6-oxa-3-azabicyclo[3.1.1]heptan-3-yl)-8-fluoroquinolin-6-yl)methyl)-4-(methoxymethyl)pyrrolidin-3-yl)oxy)-1-oxoisoindolin-2-yl)piperidine-2,6-dione